N[C@@H](C)C1=NC2=CC=CC(=C2C(N1C1CC(C1)(CO)O)=O)Cl (S)-2-(1-aminoethyl)-5-chloro-3-(3-hydroxy-3-(hydroxymethyl)cyclobutyl)quinazolin-4(3H)-one